C(C1=CC=CC=C1)OC(=O)N1[C@H]([C@H]([C@H](CC1)F)N)CC1=C(C(=CC=C1)Br)F (2s,3r,4s)-3-amino-2-(3-bromo-2-fluorobenzyl)-4-fluoropiperidine-1-carboxylic acid benzyl ester